OC=1C=C2CC[C@@H]([C@@H](C2=CC1)C=1C=NC(=NC1)N1CCC2(CC(C2)C=O)CC1)C1=CC=CC=C1 7-(5-((1S,2S)-6-hydroxy-2-phenyl-1,2,3,4-tetrahydronaphthalen-1-yl)pyrimidin-2-yl)-7-azaspiro[3.5]nonane-2-carbaldehyde